(E)-hex-4-en-1-yl 2-phenylacetate C1(=CC=CC=C1)CC(=O)OCCC\C=C\C